FC(C(=O)[O-])(F)F.C(C)(=O)NC=1C=C(C=CC1C)[NH3+] 3-acetamido-4-methylbenzenaminium 2,2,2-trifluoroacetate